2-[({2-methoxy-7-[5-(methylamino)pyridin-3-yl]naphthalen-1-yl}amino)methyl]prop-2-enenitrile COC1=C(C2=CC(=CC=C2C=C1)C=1C=NC=C(C1)NC)NCC(C#N)=C